CC(CN)CCCCC(CN)C 2,7-dimethyl-1,8-octanediamine